ClC1=C(C=CC=C1COC1=NC=2CCN(CC2C=C1)CC(=O)OCC)C1=CC=CC=C1 Ethyl 2-(2-((2-chloro-[1,1'-biphenyl]-3-yl)methoxy)-7,8-dihydro-1,6-naphthyridin-6(5H)-yl)acetate